C(C1=CC=CC=C1)N1CC(OCC1)C1=NC=C(C=C1)Cl 4-benzyl-2-(5-Chloropyridin-2-yl)morpholine